CNC(=O)CNC(=O)C1=NC=C(C=C1O)C1=CC(=CC=C1)Cl 5-(3-Chlorophenyl)-3-hydroxy-pyridine-2-carboxylic acid (methylcarbamoyl-methyl)-amide